Cl.CN1C(=C(C=C1C=1C=C2CCNCC2=CC1C(=O)N1CC2=CC=CC=C2C[C@H]1CN1CCOCC1)C(=O)O)C 1,2-dimethyl-5-[7-[(3S)-3-(morpholinomethyl)-3,4-dihydro-1H-isoquinoline-2-carbonyl]-1,2,3,4-tetrahydroisoquinolin-6-yl]pyrrole-3-carboxylic acid hydrochloride